di(o-tolyl)guanidine C1(=C(C=CC=C1)NC(NC1=C(C=CC=C1)C)=N)C